p-acetyl-phenylboronic acid C(C)(=O)C1=CC=C(C=C1)B(O)O